FC(C1=CC=C(O1)C1=NN=C2N1CCN(C2)C(=O)OC(C)(C)C)F tert-butyl 3-(5-(difluoromethyl) furan-2-yl)-5,6-dihydro-[1,2,4]triazolo[4,3-a]pyrazine-7(8H)-carboxylate